5-methyl-1,3-bis(1,1-dimethylethyl)-benzene CC=1C=C(C=C(C1)C(C)(C)C)C(C)(C)C